2-(4-chlorophenyl)cyclohepta-1-ene-1-carbaldehyde ClC1=CC=C(C=C1)C1=C(CCCCC1)C=O